FC1=C(OC[C@H](C)NS(=O)(=O)C(F)(F)F)C=C(C(=C1)F)C N-[(1S)-2-(2,4-difluoro-5-methyl-phenoxy)-1-methyl-ethyl]-1,1,1-trifluoro-methanesulfonamide